FC=1C=C2C(C(N(C2=CC1)C(C1=CC=CC=C1)(C1=CC=CC=C1)C1=CC=CC=C1)=O)=N 5-Fluoro-3-imino-1-tritylindolin-2-one